ClCC1=NC=CN=C1C 2-(chloromethyl)-3-methyl-pyrazine